O=S1(N=C(C2=C1C=CC=C2)N(CC(=O)O)/N=C/C2=CC(=C(C=C2)O)OC)=O 2-[(1,1-dioxo-1,2-benzothiazol-3-yl)-[(E)-(4-hydroxy-3-methoxy-phenyl)methyleneamino]amino]acetic acid